FC=1C=C(C=C(C1)OC)C=1C=NC(=NC1)CO (5-(3-fluoro-5-methoxyphenyl)pyrimidin-2-yl)methanol